N-(4-Fluoro-3-(trifluoromethyl)phenyl)-6,7,10,11-tetrahydro-5H-pyrido[2,3-c]pyrido[4',3':3,4]pyrazolo[1,5-a]azepine-12(13H)-carboxamide FC1=C(C=C(C=C1)NC(=O)N1CC=2C(=NN3C2C2=C(CCC3)C=CC=N2)CC1)C(F)(F)F